O1N=C(C2=C1C(NCC2)([2H])[2H])O 4,5,6,7-tetrahydroisoxazolo[5,4-c]pyridin-7,7-d2-3-ol